C(C)(C)(C)OC(C(CC1=CC(=CC(=C1)Br)Br)N=C(C1=CC=CC=C1)C1=CC=CC=C1)=O 3-(3,5-dibromophenyl)-2-([diphenylmethylene]amino)propanoic acid tert-butyl ester